NC(C)C1CN(CCC1)C1=NC=CC(=N1)NC1=NNC(=C1)C1CC1 2-[3-(1-Aminoethyl)-1-piperidinyl]-N-(5-cyclopropyl-1H-pyrazol-3-yl)pyrimidin-4-amine